2-[[5-Ethylsulfanyl-2-methyl-6-[3-methyl-6-(trifluoromethyl)imidazo[4,5-c]pyridin-2-yl]-3-pyridyl]oxy]-2-methyl-propanenitrile C(C)SC=1C=C(C(=NC1C1=NC2=C(C=NC(=C2)C(F)(F)F)N1C)C)OC(C#N)(C)C